(7α,17β)-7-[9-[(4,4,5,5,5-pentafluoropentyl)thio]nonyl]-estra-1,3,5(10)-trien-3,17-diol FC(CCCSCCCCCCCCC[C@H]1[C@H]2[C@@H]3CC[C@@H]([C@@]3(C)CC[C@@H]2C=2C=CC(=CC2C1)O)O)(C(F)(F)F)F